ethyl 8-((2-fluoro-5-(trifluoromethyl)benzoyl)-D-valyl)-4-(4-fluorophenyl)-2,8-diazaspiro[4.5]decane-2-carboxylate FC1=C(C(=O)N[C@H](C(C)C)C(=O)N2CCC3(C(CN(C3)C(=O)OCC)C3=CC=C(C=C3)F)CC2)C=C(C=C1)C(F)(F)F